C12COCC(CC1)N2C(=O)N2CCC(CC2)=C(C#N)C2=CC(=CC=C2)Cl 2-(1-(3-oxa-8-azabicyclo[3.2.1]octane-8-carbonyl)piperidin-4-ylidene)-2-(3-chlorophenyl)acetonitrile